C(C)N1C(C2=C(C=C1)N(N=C2)C\C(\CN2C(C1=CC=CC=C1C2=O)=O)=C\F)=O (E)-2-(2-((5-ethyl-4-oxo-4,5-dihydro-1H-pyrazolo[4,3-c]pyridin-1-yl)methyl)-3-fluoroallyl)isoindoline-1,3-dione